FC(S(=O)(=O)[N-]S(=O)(=O)C(F)(F)F)(F)F.[Na+] sodium bis(trifluoromethansulfonyl)amide